BrC=1C=C(C=CC1)CC1(CC1)C#N [(3-bromophenyl)methyl]cyclopropane-1-carbonitrile